diethyl 2,3-di-sec-butyl-2-cyanosuccinate C(C)(CC)C(C(=O)OCC)(C(C(=O)OCC)C(C)CC)C#N